CN(S(=O)(=O)C)N1C=NC=C1C(=O)O 1-(N-methylmethylsulfonamido)-1H-imidazole-5-carboxylic acid